FC(CN1C(N(C2=NC(=NC=C12)SC)C1CCOCC1)=O)F (2,2-difluoroethyl)-2-(methylsulfanyl)-9-(tetrahydro-2H-pyran-4-yl)-7,9-dihydro-8H-purin-8-one